C(C=C)OCCCCCCCCCC(CC)(O)OC1=CC=CC=C1 allyloxynonylphenoxypropanol